C(C)N=C=NCCCN(C)C 1-ethyl-3-[3-dimethylaminopropyl]carbodiimide